1-((4-(2-((1-((dimethylamino)methyl)cyclopropyl)methoxy)-7-(8-ethylnaphthalen-1-yl)-5,6,7,8-tetrahydropyrido[3,4-d]pyrimidin-4-yl)morpholin-2-yl)methyl)-3-methylurea CN(C)CC1(CC1)COC=1N=C(C2=C(N1)CN(CC2)C2=CC=CC1=CC=CC(=C21)CC)N2CC(OCC2)CNC(=O)NC